Cl.ClC=1C=C(C=CC1F)NC(=O)C1=C2CC[C@@H](C2=C(C=C1)F)NC(O)=O N-[(1S)-4-[(3-chloro-4-fluorophenyl)carbamoyl]-7-fluoro-2,3-dihydro-1H-inden-1-yl]carbamate hydrochloride